1-(trifluoromethylsulfonyl)-2-methylimidazole FC(S(=O)(=O)N1C(=NC=C1)C)(F)F